(1S,2R)-1-(2-methoxy-5-methylphenyl)-2-(6-methoxy-5-methylpyridin-3-yl)-N-(2-methylquinoline-5-sulfonyl)cyclopropane-1-carboxamid COC1=C(C=C(C=C1)C)[C@]1([C@H](C1)C=1C=NC(=C(C1)C)OC)C(=O)NS(=O)(=O)C=1C=2C=CC(=NC2C=CC1)C